CN(C1CN(CC1)C1=CC=C(C=N1)CNC(=O)NC=1SC=C(N1)C(C)(C)C1=CC=C(C=C1)OC)C 1-((6-(3-(dimethylamino)pyrrolidin-1-yl)pyridin-3-yl)methyl)-3-(4-(2-(4-methoxyphenyl)propan-2-yl)thiazol-2-yl)urea